(R)-3-hydroxy-9,10-dimethyl-9,10,11,12-tetrahydro-8H-[1,4]diazepino[5',6':4,5]thieno[3,2-f]quinoxalin-8-one OC1=NC=2C=CC3=C(C2N=C1)C1=C(S3)C(N([C@@H](CN1)C)C)=O